(R)-3-decyloxytetradecanoic acid C(CCCCCCCCC)O[C@@H](CC(=O)O)CCCCCCCCCCC